3-(5-(((1S,2R)-3,3-difluoro-2-(3-(1-(3-methyloxetane-3-carbonyl)piperidin-4-yl)azetidin-1-yl)cyclohexyl)oxy)-1-oxoisoindolin-2-yl)piperidine-2,6-dione FC1([C@@H]([C@H](CCC1)OC=1C=C2CN(C(C2=CC1)=O)C1C(NC(CC1)=O)=O)N1CC(C1)C1CCN(CC1)C(=O)C1(COC1)C)F